FC=1C(=C(C=CC1F)[C@H]1CO[C@]([C@H]1C)(C(F)(F)F)C)OC (2R,3S,4S,5R)-3-(3,4-difluoro-2-methoxy-phenyl)-4,5-dimethyl-5-(trifluoromethyl)tetrahydrofuran